N(=NC1=CC=CC=C1)C1=CC=CC=C1 4,4'-azobenzene